O=C1N(C(C2=CC=CC=C12)=O)C1(C(C1)C)C(=O)[O-] 1,3-dioxoisoindolin-2-yl-2-methylcyclopropanecarboxylate